(S)-N-(2-hydroxyethyl)-4-(3-(5-(trifluoromethyl)pyridin-2-yloxy)pyrrolidin-1-yl)biphenyl-3-carboxamide OCCNC(=O)C=1C=C(C=CC1N1C[C@H](CC1)OC1=NC=C(C=C1)C(F)(F)F)C1=CC=CC=C1